(S)-Methyl 3-((5-((1-(3-cyclopropylphenyl)ethyl)carbamoyl)-2,3-dimethyl-1H-indol-1-yl)methyl)benzoate C1(CC1)C=1C=C(C=CC1)[C@H](C)NC(=O)C=1C=C2C(=C(N(C2=CC1)CC=1C=C(C(=O)OC)C=CC1)C)C